C(C)(=O)[C@H]1CN(C[C@H](O1)C)C(=O)OC(C)(C)C tert-butyl (2R,6R)-2-acetyl-6-methylmorpholine-4-carboxylate